3-piperidinone tetrafluoroborate F[B-](F)(F)F.N1CC(CCC1)=O